C(OC1CC(C1)(C=1C(=NC=CC1)OC(F)(F)F)O)(OC1=CC=C(C=C1)[N+](=O)[O-])=O (1s,3s)-3-hydroxy-3-(2-(trifluoromethoxy)pyridin-3-yl)cyclobutyl (4-nitrophenyl) carbonate